(hexafluoroisopropylidene)diphenol FC(C(C(F)(F)F)(C1=C(C=CC=C1)O)C1=C(C=CC=C1)O)(F)F